C(C1=CC=CC=C1)NCCCCCCNCC1=CC=CC=C1 N,N'-dibenzyl-1,6-diaminohexane